C1CC12CC(C2)=O spiro[2.3]hexan-5-one